Cl.Cl.N(=NC(C)(C)C1=NCC(CN1)O)C(C)(C)C1=NCC(CN1)O 2,2'-azobis[2-(5-hydroxy-3,4,5,6-tetrahydropyrimidin-2-yl)propane] dihydrochloride